(2S,4R)-4-hydroxy-2-[5-[3-(4-methyl-1,3-thiazol-5-yl)phenyl]-1H-imidazol-2-yl]pyrrolidine-1-carboxylic acid tert-butyl ester C(C)(C)(C)OC(=O)N1[C@@H](C[C@H](C1)O)C=1NC(=CN1)C1=CC(=CC=C1)C1=C(N=CS1)C